2-(1-Benzothiophene-5-ylamino)-3,4-difluoro-5-[[3-fluoro-2-(methylsulfamoylamino)pyridin-4-yl]methyl]benzamide S1C=CC2=C1C=CC(=C2)NC2=C(C(=O)N)C=C(C(=C2F)F)CC2=C(C(=NC=C2)NS(NC)(=O)=O)F